2-methyl-5-ethylpyridine CC1=NC=C(C=C1)CC